BrC1=CC=C(C=C1)N1CCC(CC1)O 1-(4-bromophenyl)piperidin-4-ol